OC=1C=C(C=C(C1C(C)C)O)C=1OC2=C(C(C1)=O)C=CC=C2 2-(3,5-dihydroxy-4-isopropylphenyl)-4H-benzopyran-4-one